(R)-N-(5-((6-(3-(3,5-difluorophenyl)isoxazolidin-2-yl)pyrimidin-4-yl)amino)-2-(4-(dimethylamino)-[1,4'-bipiperidin]-1'-yl)-4-methoxyphenyl)propionamide FC=1C=C(C=C(C1)F)[C@@H]1N(OCC1)C1=CC(=NC=N1)NC=1C(=CC(=C(C1)NC(CC)=O)N1CCC(CC1)N1CCC(CC1)N(C)C)OC